tripropyl-3-aminopropylammonium hydroxide [OH-].C(CC)[N+](CCCN)(CCC)CCC